tert-butyl (2S)-2-[4-chloro-2-(4-ethoxy-4,5-dihydroisoxazol-3-yl)phenoxy]-3-methylbutanoate ClC1=CC(=C(O[C@H](C(=O)OC(C)(C)C)C(C)C)C=C1)C1=NOCC1OCC